N-[5-(7-Amino-2-methyl-1-oxo-1,2-dihydro-isoquinolin-4-yl)-2-methylphenyl]-methanesulfonamide NC1=CC=C2C(=CN(C(C2=C1)=O)C)C=1C=CC(=C(C1)NS(=O)(=O)C)C